2-(4-bromopyrimidin-5-yl)acetonitrile BrC1=NC=NC=C1CC#N